3-(4-acetamidophenyl)-N-(4-chlorophenyl)-N-methyl-imidazo[1,2-a]pyrimidine-6-carboxamide C(C)(=O)NC1=CC=C(C=C1)C1=CN=C2N1C=C(C=N2)C(=O)N(C)C2=CC=C(C=C2)Cl